benzyl (2R,6R)-2,4,6-trimethylpiperazine-1-carboxylate C[C@H]1N([C@@H](CN(C1)C)C)C(=O)OCC1=CC=CC=C1